FC1=C(N)C=C(C=C1)C(F)(F)F 2-fluoro-5-(trifluoromethyl)-aniline